F[C@H]1[C@@H]2CCC[C@H](C[C@H]1OC1=CC=C(N=N1)C1=C(C=C(C=C1)C1=CN=NC(=C1)OC)O)N2 2-(6-(((1s,2s,3r,5r)-2-fluoro-9-azabicyclo[3.3.1]non-3-yl)oxy)pyridazin-3-yl)-5-(6-methoxypyridazin-4-yl)phenol